[4-(3,5-Difluoro-phenylamino)-6-(6-trifluoromethyl-pyridin-2-yl)-[1,3,5]triazin-2-ylamino]-propan-2-ol FC=1C=C(C=C(C1)F)NC1=NC(=NC(=N1)C1=NC(=CC=C1)C(F)(F)F)NCC(C)O